C(CCC)C=C(C(=O)O)C.C(C(=C)C)(=O)OCCCC Butyl Methacrylate (Butyl Methacrylate)